2-hexyldecyl 8-(decylamino)octadecenoate C(CCCCCCCCC)NC(CCCCC=CC(=O)OCC(CCCCCCCC)CCCCCC)CCCCCCCCCC